6-(((R)-1-(((R)-1-carboxy-2-(1H-imidazol-4-yl)ethyl)amino)-1-oxopropan-2-yl)amino)-6-oxohexanoic acid C(=O)(O)[C@@H](CC=1N=CNC1)NC([C@@H](C)NC(CCCCC(=O)O)=O)=O